(2r,3r,11br)-3-isobutyl-9,10-dimethoxy-2,3,4,6,7,11b-hexahydro-1H-pyrido[2,1-a]isoquinolin-2-ol (S)-(+)-camphorsulfonate [C@]12(C(=O)CC(CC1)C2(C)C)CS(=O)(=O)O[C@@H]2C[C@H]1N(CCC3=CC(=C(C=C13)OC)OC)C[C@H]2CC(C)C